2-[(2-chloro-4-iodophenyl)amino]-N-(cyclopropylmethoxy)-3,4-difluoro-benzamide ClC1=C(C=CC(=C1)I)NC1=C(C(=O)NOCC2CC2)C=CC(=C1F)F